C(C)(C)(C)N[C@H]1CN(CC1)C1=CC=C(N=N1)C1=C(C=C(C=C1)C=1C=NNC1)O 2-{6-[(3R)-3-(tert-butylamino)pyrrolidin-1-yl]pyridazin-3-yl}-5-(1H-pyrazol-4-yl)phenol